bisurethane dimethacrylate C(C(=C)C)(=O)O.C(C(=C)C)(=O)O.NC(=O)OCC.NC(=O)OCC